1-(2-fluorobenzyl)-6-methyl-5-nitroisoquinoline FC1=C(CC2=NC=CC3=C(C(=CC=C23)C)[N+](=O)[O-])C=CC=C1